(2R,6S)-N-{2-benzyl-2-azaspiro[3.3]heptan-6-yl}-4-(4-methanesulfinyl-phenyl)-2,6-dimethylpiperazine-1-carboxamide C(C1=CC=CC=C1)N1CC2(C1)CC(C2)NC(=O)N2[C@@H](CN(C[C@@H]2C)C2=CC=C(C=C2)S(=O)C)C